C12CNCC2C1NC(=O)C1=C(C=C(C=C1)NC(=O)C=1N(C(=CN1)C=1C(=NN(C1)C1=NC=C(C=C1)[N+](=O)[O-])C(F)(F)F)C)Cl N-[4-[[(exo)-3-azabicyclo[3.1.0]hexan-6-yl]carbamoyl]-3-chloro-phenyl]-1-methyl-5-[1-(5-nitro-2-pyridyl)-3-(trifluoromethyl)pyrazol-4-yl]imidazole-2-carboxamide